OC1=C(C=C(C=C1)/C=C/C(=O)C1=CC=C(C=C1)C(F)(F)F)CN1CCCCC1 (E)-3-[4-Hydroxy-3-(piperidin-1-ylmethyl)phenyl]-1-[4-(trifluoromethyl)phenyl]prop-2-en-1-one